N-(7-bromo-1-cyclobutyl-6-fluoro-1H-benzo[d]imidazol-2-yl)-3-hydroxy-3-methylbutanamide BrC1=C(C=CC2=C1N(C(=N2)NC(CC(C)(C)O)=O)C2CCC2)F